C1(CC1)NC1=CC=C2C(=C(C(N(C2=C1)C)=O)C#N)N1CCC(CC1)(C=1OC2=C(N1)C=C(C=C2)C)C 7-(cyclopropylamino)-1-methyl-4-[4-methyl-4-(5-methyl-1,3-benzooxazol-2-yl)piperidin-1-yl]-2-oxo-1,2-dihydroquinoline-3-carbonitrile